C1(=C(C=CC=C1)OC1=CC=C(C=C1)/C=C/C(=O)OCC)C ethyl (E)-3-(4-(o-tolyloxy)phenyl)acrylate